2-chloro-4-fluoro-5-(5-tert-butyl-2-oxo-1,3,4-oxadiazol-3(2H)-yl)benzoic acid (1-methoxy-1-n-pentoxycarbonyl methyl) ester COC(C(=O)OCCCCC)OC(C1=C(C=C(C(=C1)N1C(OC(=N1)C(C)(C)C)=O)F)Cl)=O